BrC1=C(C=CC=C1)C1CN(CCC1)C1=CC(=NC(=N1)NC)N 6-(3-(2-bromophenyl)piperidin-1-yl)-N2-methylpyrimidine-2,4-diamine